2-(3,8-diazabicyclo[3.2.1]octan-8-yl)-N-cyclopentyl-7-methoxybenzo[d]thiazole-6-carboxamide C12CNCC(CC1)N2C=2SC1=C(N2)C=CC(=C1OC)C(=O)NC1CCCC1